N-[3-(difluoromethyl)-1-(4-formylphenyl)pyrazol-4-yl]-5-[(1R,4R)-2-oxa-5-azabicyclo[2.2.1]hept-5-yl]pyrazolo[1,5-a]pyrimidine-3-carboxamide FC(C1=NN(C=C1NC(=O)C=1C=NN2C1N=C(C=C2)N2[C@H]1CO[C@@H](C2)C1)C1=CC=C(C=C1)C=O)F